N-{2-[p-({[(3,3-dimethyl-1-pyrrolidinyl)methyl]carbonylamino}methyl)phenyl]ethyl}-5-ethoxy-3-pyrazolecarboxamide CC1(CN(CC1)CC(=O)NCC1=CC=C(C=C1)CCNC(=O)C1=NNC(=C1)OCC)C